C(C)(C)(C)C(C(=O)OC(C1=CC=CC=C1)C1=C(C=C(C=C1)Br)OCOC)CC(C(N)=O)N1C(C2=CC(=CC=C2C1)Br)=O [4-Bromo-2-(methoxymethoxy)phenyl](phenyl)methanol tert-butyl-4-(6-bromo-1-oxo-3H-isoindol-2-yl)-4-carbamoylbutyrate